CN1N=CC=C1[C@@H]1[C@H](CC1)C=1NC(C2=C(N1)N(N=C2C#N)[C@H](C)C=2C=NC(=CC2)C(F)(F)F)=O 6-((1S,2S)-2-(1-Methyl-1H-pyrazol-5-yl)cyclobutyl)-4-oxo-1-((R)-1-(6-(trifluoromethyl)pyridin-3-yl)ethyl)-4,5-dihydro-1H-pyrazolo[3,4-d]pyrimidin-3-carbonitril